7-fluoro-2-methyl-4-nitrodibenzo[b,d]furan FC1=CC2=C(C3=C(O2)C(=CC(=C3)C)[N+](=O)[O-])C=C1